BrC1=NN(C2=C1N=C(N=C2O)NC(=O)OC)CC2=C(C=C(C=N2)C=2CCN(CC2)C(=O)OC(C)(C)C)OC tert-butyl 6-((3-bromo-7-hydroxy-5-((methoxycarbonyl)amino)-1H-pyrazolo[4,3-d]pyrimidin-1-yl)methyl)-5-methoxy-3',6'-dihydro-[3,4'-bipyridine]-1'(2'H)-carboxylate